FC(C(=O)N1CCN(CC1)C1=NC=CN=C1NC1C2C(C1C2)C(F)(F)F)=C 2-fluoro-1-(4-(3-((4-(trifluoromethyl)bicyclo[1.1.1]pentan-2-yl)amino)pyrazin-2-yl)piperazin-1-yl)prop-2-en-1-one